2-methylene-4-oxo-4-(1-(5-(trifluoromethyl)pyridin-2-yl)cyclobutoxy)butanoic acid C=C(C(=O)O)CC(OC1(CCC1)C1=NC=C(C=C1)C(F)(F)F)=O